[N+](=O)([O-])C1=C(C=CC(=C1)[N+](=O)[O-])N=NC1=C(C2=CC=CC=C2C=2C=CC=CC12)O 10-(2',4'-dinitrophenylazo)-9-phenanthrol